O1COC2=C1C=CC=C2N2C1CN(CC2CC1)C(=O)C1=C(C=C(C=C1)F)Cl [8-(1,3-Benzodioxol-4-yl)-3,8-diazabicyclo[3.2.1]oct-3-yl]-(2-chloro-4-fluoro-phenyl)methanone